ETHYL-LACTATE C(C)OC(C(O)C)=O